methyl 3-[2-methyl-5-(trifluoromethoxy)anilino]-3-oxo-propanoate CC1=C(NC(CC(=O)OC)=O)C=C(C=C1)OC(F)(F)F